FC=1C=2N(C=C(C1)C1=CNC=3N=C(N=C(C31)OC)N[C@H]3[C@H](COCC3)F)C=CN2 5-(8-fluoroimidazo[1,2-a]pyridin-6-yl)-N-((3R,4R)-3-fluorotetrahydro-2H-pyran-4-yl)-4-methoxy-7H-pyrrolo[2,3-d]pyrimidin-2-amine